dihydro-3-(3-(triethoxysilyl)propyl)-2,5-furandione C(C)O[Si](CCCC1C(OC(C1)=O)=O)(OCC)OCC